NC(CP(O)(=O)C(C)CC)=NO (2-amino-2-(hydroxyimino)ethyl)(sec-butyl)phosphinic acid